ClC=1C=C(C(=NC1)/C(/C#N)=C/OCC)F (Z)-2-(5-chloro-3-fluoro-2-pyridinyl)-3-ethoxy-prop-2-enenitrile